5H-pyrido[3,2-b]indol-8-amine N1=CC=CC=2NC=3C=CC(=CC3C21)N